C(C)OCCS(=O)(=O)OOC1=C(C=CC=C1)CCCCCCCC octylphenoxy ethoxyethyl-sulfonate